(+/-)-1-tert-Butyl 3-Ethyl 5-Methyl-4-{[(trifluoromethyl)sulfonyl]oxy}-5,6-dihydropyridine-1,3(2H)-dicarboxylate C[C@H]1C(=C(CN(C1)C(=O)OC(C)(C)C)C(=O)OCC)OS(=O)(=O)C(F)(F)F |r|